4-aminophenyl α-D-Mannopyranoside O([C@@H]1[C@@H](O)[C@@H](O)[C@H](O)[C@H](O1)CO)C1=CC=C(C=C1)N